FC=1C=C(C=C(C1)F)N1CC(CC1=O)(C(=O)NCC1=NC(=NC=C1)NC)C 1-(3,5-difluorophenyl)-3-methyl-N-[[2-(methylamino)pyrimidin-4-yl]methyl]-5-oxopyrrolidine-3-carboxamide